ClC=1C=C2C3=C(N(C2=C(C1)C=1C=NC(=CC1)N1CCOCC1)CC)C(=NC=C3)C 6-Chloro-9-ethyl-1-methyl-8-(6-morpholin-4-yl-pyridin-3-yl)-9H-pyrido[3,4-b]indole